((4-chlorobenzyl)oxy)-2-(methoxymethoxy)-1-(3-(trifluoromethyl)but-3-en-1-ynyl)benzene ClC1=CC=C(COC=2C(=C(C=CC2)C#CC(=C)C(F)(F)F)OCOC)C=C1